dicarbamoyl-glycolic acid butyl ester C(CCC)OC(C(O)(C(N)=O)C(N)=O)=O